6-(3-chloro-6-(difluoromethyl)-2-fluorophenyl)-3-methylpyrazine-2-carboxylic acid methyl ester COC(=O)C1=NC(=CN=C1C)C1=C(C(=CC=C1C(F)F)Cl)F